1-Benzyloxycarbonyl-4-hydroxy-N-ethyl-N-methyltryptamine C(C1=CC=CC=C1)OC(=O)N1C=C(CCN(C)CC)C2=C(C=CC=C12)O